tert-butyl 8-(((trifluoromethyl) sulfonyl) oxy)-2-azaspiro[4.5]dec-7-ene-2-carboxylate FC(S(=O)(=O)OC1=CCC2(CCN(C2)C(=O)OC(C)(C)C)CC1)(F)F